N-[2-(pyrrolidin-1-yl)ethyl]-5-[4-(6-{2-[3-(trifluoromethoxy)phenyl]acetamido}pyridazin-3-yl)butyl]-1,3,4-thiadiazole-2-carboxamide N1(CCCC1)CCNC(=O)C=1SC(=NN1)CCCCC=1N=NC(=CC1)NC(CC1=CC(=CC=C1)OC(F)(F)F)=O